N1=C(N=CC=C1)OC(NC1CNC1)=O pyrimidin-2-yl-azetidin-3-yl-carbamate